1-(5-bromo-3-ethylsulfanyl-2-pyridyl)ethanone BrC=1C=C(C(=NC1)C(C)=O)SCC